C(C1=CC=CC=C1)OC(=O)N1[C@@H](CCC1)C(=O)O ((BENZYLOXY)CARBONYL)-L-PROLINE